FC(C1=CC=C(C=C1)NC1=C(C=CC=C1)C1=NN=C(O1)C1(CC1)C(=O)O)(F)F 1-(5-(2-((4-(trifluoromethyl)phenyl)amino)phenyl)-1,3,4-oxadiazol-2-yl)cyclopropane-1-carboxylic acid